C(C)N1N=CC(=C1C1=NC=C(C=C1F)NC)C(=O)N[C@H]1N=C(C2=C(NC1=O)C=CC=C2)C2=CC=CC=C2 ethyl-5-(3-fluoro-5-(methylamino)pyridin-2-yl)-N-((S)-2-oxo-5-phenyl-2,3-dihydro-1H-benzo[e][1,4]diazepine-3-Yl)-1H-pyrazole-4-carboxamide